C(C(=O)O)(=O)O.N1=CN=C2NC=NC2=C1N[C@@H](CC)C=1OC2=CC=CC=C2C(C1C1=CC(=CC=C1)F)=O (S)-2-(1-(9H-purin-6-ylamino)propyl)-3-(3-fluorophenyl)-4H-chromen-4-one oxalate